ethylthio 3,4-di-O-benzyl-2-naphthylmethyl-α-L-rhamnopyranoside C(C1=CC=CC=C1)O[C@H]1[C@H]([C@](OSCC)(O[C@H]([C@@H]1OCC1=CC=CC=C1)C)CC1=CC2=CC=CC=C2C=C1)O